S1C(=NC2=C1C=CC=C2)CN2CCN(CC2)C2=C(C#N)C=CC(=C2)OCC2CC2 2-(4-(benzo[d]thiazol-2-ylmethyl)piperazin-1-yl)-4-(cyclopropylmethoxy)benzonitrile